COC=1C=C2C=C(C=NC2=C(C1)OC1=CC=C(C=C1)C(F)(F)F)C(=O)N[C@H](COC)C (S)-6-methoxy-N-(1-methoxypropan-2-yl)-8-(4-(trifluoromethyl)phenoxy)quinoline-3-carboxamide